FC1(C(N(C2=CC=CC=C12)C)=O)C=1C(N(C2=CC=CC=C2N1)CC#C)=O 3-(3-fluoro-1-methyl-2-oxoindol-3-yl)-1-propargylquinoxalin-2(1H)-one